F[C@H]1CNCC[C@H]1NC1=C2C=C(N(C2=CC=C1)CC(F)(F)F)I N-[(3S,4R)-3-fluoro-4-piperidyl]-2-iodo-1-(2,2,2-trifluoroethyl)indol-4-ylamine